C(=C)OCCS(=O)(=O)F perfluorosulfonylethyl vinyl ether